CC1(C(=O)[O-])C(C=C(C=C1)C)N p-dimethyl-aminobenzoat